2-(5-(((1S,2S,3R,5R)-2-fluoro-8-azabicyclo[3.2.1]octan-3-yl)(methyl)amino)pyrazin-2-yl)-5-(5-methyl-1,2,4-oxadiazol-3-yl)phenol F[C@H]1[C@@H]2CC[C@H](C[C@H]1N(C=1N=CC(=NC1)C1=C(C=C(C=C1)C1=NOC(=N1)C)O)C)N2